FC1=C(C=CC(=C1F)OC1=NC=CC=C1)C1=CN=C2N1C=CN=C2NC2=CC(=C(C(=O)NC)C=C2)CC 4-[[3-[2,3-difluoro-4-(2-pyridyloxy)phenyl]imidazo[1,2-a]pyrazin-8-yl]amino]-2-ethyl-N-methyl-benzamide